BrC1=C(C=CC2=C1C=C(O2)C(=O)O)N2CCN(CC2)C(=O)C2NCCC2 4-bromo-5-[4-(pyrrolidine-2-carbonyl)-piperazin-1-yl]-benzofuran-2-carboxylic acid